3-((4-(4-(2-(((1r,4r)-4-(((7-(cyclopropylmethoxy)-5-fluoro-4-oxo-3,4-dihydroquinazolin-2-yl)methyl)thio)cyclohexyl)oxy)ethyl)piperazin-1-yl)-3-fluorophenyl)amino)piperidine-2,6-dione C1(CC1)COC1=CC(=C2C(NC(=NC2=C1)CSC1CCC(CC1)OCCN1CCN(CC1)C1=C(C=C(C=C1)NC1C(NC(CC1)=O)=O)F)=O)F